FC1=CC(=C(OC2=C(C(=O)NC3=CC(NC=C3)=O)C=CC(=C2)C(C(F)(F)F)(F)F)C=C1)OC 2-(4-fluoro-2-methoxyphenoxy)-N-(2-oxo-1,2-dihydropyridin-4-yl)-4-(perfluoroethyl)benzamide